N-methyl-2-tetrahydrofuran-2-yl-ethanamine CNCCC1OCCC1